2-(4-cyano-2-fluorophenyl)-6,7-dihydro-5H-pyrazolo[5,1-b][1,3]oxazine-3-carboxylic acid C(#N)C1=CC(=C(C=C1)C1=NN2C(OCCC2)=C1C(=O)O)F